1-[4-(4-fluoro-2-methyl-phenoxy)-1-piperidyl]-2-[3-[4-(2-hydroxyacetyl)piperazine-1-carbonyl]-5,6-dihydro-4H-cyclopenta[c]pyrazol-1-yl]ethanone FC1=CC(=C(OC2CCN(CC2)C(CN2N=C(C3=C2CCC3)C(=O)N3CCN(CC3)C(CO)=O)=O)C=C1)C